BrC1=C(C=CC2=CC=C(C=C12)C1=CC=CC=C1)C1=C(C(=O)N)C=CC=C1 (1-bromo-7-phenylnaphthalen-2-yl)benzamide